2-(4-isopropylphenyl)propanal C(C)(C)C1=CC=C(C=C1)C(C=O)C